ClC=1C(=C(C(N(N1)C)=O)C1=C(C=CC2=CC=C(C=C12)C)C)O 6-Chloro-4-(2,7-dimethyl-1-naphthyl)-5-hydroxy-2-methyl-3(2H)-pyridazinone